O1N=CC=C1CN1C(C2=CC=C(C=C2C=N1)S(=O)(=O)C1=CC=C(C=C1)OC)=O 2-(isoxazol-5-ylmethyl)-6-((4-methoxyphenyl)sulfonyl)phthalazin-1(2H)-one